3,3,5,5-tetramethylbenzidine hydrochloride Cl.CC1(CC(=CC(C1N)(C)C)C1=CC=C(N)C=C1)C